[Ni].[Zn] Zinc nickel